CC=1C(=NC(=NC1)NC1=CC(=C(C=C1)NC(C)=O)C(F)(F)F)NC=1C=CC2=C(NC(O2)=O)C1 N-{4-[5-Methyl-4-(2-oxo-2,3-dihydro-benzooxazol-5-ylamino)-pyrimidin-2-ylamino]-2-trifluoromethyl-phenyl}-acetamide